1-(2-hydroxyethyl)-1H-imidazole-2-carboxylic acid OCCN1C(=NC=C1)C(=O)O